The molecule is a 2-[(ethanesulfonyl)amino]-5-fluoro-4-[4-methyl-5-oxo-3-(trifluoromethyl)-4,5-dihydro-1H-1,2,4-triazol-1-yl]benzene-1-carbothioamide that has (R)-configuration. It has a role as a fungicide. It is an enantiomer of a (S)-fluoxapiprolin. CS(=O)(=O)OC1=C(C(=CC=C1)Cl)[C@H]2CC(=NO2)C3=CSC(=N3)C4CCN(CC4)C(=O)CN5C(=CC(=N5)C(F)F)C(F)F